3-Amino-6-tert-butyl-10-chloro-9-(3-methoxypropoxy)-6H,7H-pyrido[2,1-a]isoquinolin-2-one, hydrochloride salt Cl.NC=1C(C=C2N(C(CC3=CC(=C(C=C23)Cl)OCCCOC)C(C)(C)C)C1)=O